N2-(2-(1-(Cyclopropylsulfonyl)-1H-pyrazol-4-yl)pyrimidin-4-yl)-N4-(((1r,4r)-4-((dimethylamino)methyl)cyclohexyl)methyl)-5-(2-(trifluoromethyl)thiazol-4-yl)pyridine-2,4-diamine C1(CC1)S(=O)(=O)N1N=CC(=C1)C1=NC=CC(=N1)NC1=NC=C(C(=C1)NCC1CCC(CC1)CN(C)C)C=1N=C(SC1)C(F)(F)F